4-bromo-7-[(tert-butyldimethylsilyl)oxy]-5H,6H,7H-cyclopenta[b]pyridine BrC1=C2C(=NC=C1)C(CC2)O[Si](C)(C)C(C)(C)C